Cl.C[C@@]12[C@@](CNC1)(CN(C2)C2=NC(=NC=C2F)NC=2C=NN(C2)C)C 4-((3aR,6aS)-3a,6a-dimethylhexahydropyrrolo[3,4-c]pyrrol-2(1H)-yl)-5-fluoro-N-(1-methyl-1H-pyrazol-4-yl)pyrimidin-2-amine hydrochloride